C1(CCCCCCCCCCCCCCCCCN1)=O stearolactam